(R)-3-(3-chloro-4-fluorophenyl)urea ClC=1C=C(C=CC1F)NC(N)=O